(5aS,8aS)-2-bromo-5a,6,8,8a-tetrahydrofuro[3',4':5,6][1,4]dioxino[2,3-b]pyridine BrC1=CC=C2C(=N1)O[C@@H]1[C@@H](O2)COC1